(S)-(3-(1-amino-5-chloro-1,3-dihydrospiro[inden-2,4'-piperidin]-1'-yl)-6-((2-aminopyrimidin-4-yl)thio)pyrazin-2-yl)methanol N[C@@H]1C2=CC=C(C=C2CC12CCN(CC2)C=2C(=NC(=CN2)SC2=NC(=NC=C2)N)CO)Cl